FC(C(=O)N1CC2=C(CCC1)OC1=C2C=C(C=C1)Br)(F)F N-(trifluoroacetyl)-9-bromo-2,3,4,5-tetrahydro-1H-benzofuro[3,2-c]azepine